4-iodobenzo[d][1,3]dioxole IC1=CC=CC=2OCOC21